C(C)(C)(C)OC(=O)NC1=NN(C2=CC(=CC=C12)C(=O)OC)C1CC1 methyl 3-[(tert-butoxycarbonyl)amino]-1-cyclopropylindazole-6-carboxylate